CC1(C(C1)C)O 1,2-dimethylcyclopropanol